2,2'-bipyridine terbium [Tb].N1=C(C=CC=C1)C1=NC=CC=C1